FC1=C(C=CC=C1F)CN1C2=CC=CC(=C2C=2C(=CC=CC12)OCC(=O)O)C(N)=O {9-[(2,3-difluorophenyl)methyl]-5-carbamoylcarbazol-4-yl}oxyacetic acid